tert-butyl 8-(6-(2-(4,4-difluorocyclohexyl)acetyl)-6,7-dihydro-5H-pyrrolo[3,4-b]pyridin-2-yl)-3,8-diazabicyclo[3.2.1]octane-3-carboxylate FC1(CCC(CC1)CC(=O)N1CC2=NC(=CC=C2C1)N1C2CN(CC1CC2)C(=O)OC(C)(C)C)F